4-benzyl-2-(1-cyclobutylpyrazol-4-yl)morpholine C(C1=CC=CC=C1)N1CC(OCC1)C=1C=NN(C1)C1CCC1